BrC1=CC=C(C=C1)N1CCS(CC1)(=O)=O 4-(4-bromophenyl)thiomorpholine-1,1-dione